tert-butyl 2-[[(1R)-1-[3,6-dimethyl-2-[4-[(4-methylpiperazin-1-yl) methyl]phenyl]-4-oxo-chromen-8-yl]ethyl]amino]benzoate CC1=C(OC2=C(C=C(C=C2C1=O)C)[C@@H](C)NC1=C(C(=O)OC(C)(C)C)C=CC=C1)C1=CC=C(C=C1)CN1CCN(CC1)C